ClC1=C(N(C(C2=C(C=CC=C12)C=1SC(=CC1)C)=O)C1=CC=CC=C1)[C@H](C)NC=1C2=C(N=CN1)NC=CC2=O (S)-4-((1-(4-chloro-8-(5-methylthiophen-2-yl)-1-oxo-2-phenyl-1,2-dihydroisoquinolin-3-yl)ethyl)amino)pyrido[2,3-d]pyrimidin-5(8H)-one